CC=1C=CC(=NC1)C1=NC=C(C=C1)C 5,5'-Dimethyl-2,2'-bipyridine